4-[6-(2-Chloro-6-fluoro-benzyl)-4-cyano-3-hydroxy-pyridin-2-yl]-4-oxo-butyric acid ClC1=C(CC2=CC(=C(C(=N2)C(CCC(=O)O)=O)O)C#N)C(=CC=C1)F